N,N-dioctyl-monoethyl-amine C(CCCCCCC)N(CCCCCCCC)CC